C(C)(C)(C)OC1=CC=C(C=C)C=C1 p-tert-butyloxystyrene